2-oxo-1-(3-(trifluoromethyl)-5,5a,6,7,8,9-hexahydroimidazo[1,2-a:5,4-b']dipyridin-7-yl)pyrrolidin O=C1N(CCC1)C1CC2N(CC1)C1=NC=C(C=C1N2)C(F)(F)F